3-(4-iodo-2-methyl-pyrazol-3-yl)pyridine-2-carbaldehyde IC1=C(N(N=C1)C)C=1C(=NC=CC1)C=O